9H-pyrido[4,3-b]indole C1=NC=CC2=NC3=CC=CCC3=C21